N-((4-(tert-butyl)phenyl)sulfonyl)-3-(4-chlorophenyl)-4-phenyl-4,5-dihydro-1H-pyrazole-1-carboxamide C(C)(C)(C)C1=CC=C(C=C1)S(=O)(=O)NC(=O)N1N=C(C(C1)C1=CC=CC=C1)C1=CC=C(C=C1)Cl